(1R,2R)-3-amino-2-methyl-1-(3-(2-propylpentyloxy)phenyl)propan-1-ol NC[C@H]([C@@H](O)C1=CC(=CC=C1)OCC(CCC)CCC)C